(S)-3-((5-(isopropoxy)-7-cyano-2,6-naphthyridin-3-yl)amino)piperidine-1-carboxylic acid tert-butyl ester C(C)(C)(C)OC(=O)N1C[C@H](CCC1)NC=1N=CC2=CC(=NC(=C2C1)OC(C)C)C#N